ClC1CS(=O)(=O)O1 2-chloroethanesultone